C(C)(C)(C)OC(=O)N1[C@H]2CN(C[C@@H]1CC2)C2=NC(=NC1=C(C(=C(C=C21)F)C2=C(C(=CC(=C2)C)N(CC2=CC=C(C=C2)OC)CC2=CC=C(C=C2)OC)C#N)F)F (1r,5s)-3-(7-(3-(bis(4-methoxybenzyl)amino)-2-cyano-5-methylphenyl)-2,6,8-trifluoroquinazolin-4-yl)-3,8-diazabicyclo[3.2.1]Octane-8-carboxylic acid tert-butyl ester